FC(C1=NN=C2N1C=CC(=C2)C=O)(F)F 3-(Trifluoromethyl)-[1,2,4]triazolo[4,3-a]pyridine-7-carbaldehyde